NC1=NC=NN2C1=C(C=C2C2CCNCC2)C2=CC=C(C=C2)NC(=O)C=2C(N(N1C2CCCC1)C1=NC=CC=C1)=O N-(4-(4-amino-7-(piperidin-4-yl)pyrrolo[2,1-f][1,2,4]triazin-5-yl)phenyl)-2-oxo-1-(pyridin-2-yl)-1,2,4,5,6,7-hexahydropyrazolo[1,5-a]pyridine-3-carboxamide